(((1-Methylpyrrolidin-2-yl)methoxy)quinazolin-4-yl)piperazine-1-carboxylic acid CN1C(CCC1)COC1=NC2=CC=CC=C2C(=N1)C1N(CCNC1)C(=O)O